BrC1=NN(C=C1)COCC[Si](C)(C)C 3-bromo-1-((2-(trimethylsilyl)ethoxy)methyl)-1H-pyrazole